C(C)(C)OC(=O)[C@@H]1C[C@H](CCC1)OC=1C(=NC(=NC1)C=1C=NN(C1CN)C)C (1s,3s)-3-((2-(5-(aminomethyl)-1-methyl-1H-pyrazol-4-yl)-4-methylpyrimidin-5-yl)oxy)cyclohexane-1-carboxylic acid isopropyl ester